phenylnaphthooxazole C1(=CC=CC=C1)C=1OC2=C(N1)C1=CC=CC=C1C=C2